1-[(1-cyclohexyl-1H-1,2,3,4-tetrazol-5-yl)methyl]-3-{[1-(3,4-dimethylphenyl)-1H-1,2,3,4-tetrazol-5-yl]methyl}urea C1(CCCCC1)N1N=NN=C1CNC(=O)NCC1=NN=NN1C1=CC(=C(C=C1)C)C